BrC=1C=C2CCCCN2C(C1)=O 2-bromo-6,7,8,9-tetrahydro-4H-quinolizin-4-one